CCO/N=C(/C1=NSC(=N1)N)\\C(=O)N[C@H]2[C@@H]3N(C2=O)C(=C(CS3)SC4=NC(=CS4)C5=CC=[N+](C=C5)C)C(=O)[O-] The molecule is a cephalosporin that is the active metabolite of the prodrug ceftaroline fosamil. Used for the treatment of adults with acute bacterial skin and skin structure infections. It has a role as an antibacterial drug, an antimicrobial agent and a drug metabolite. It is a member of 1,3-thiazoles, a cephalosporin, an iminium betaine, an oxime O-ether and a member of thiadiazoles.